Cl.CNC1=C(C=CC=C1)NC N,N'-dimethyl-o-phenylenediamine hydrochloride